ClC=1C(=NC(=NC1)N[C@@H]1C[C@H]2CO[C@@H]([C@H]1O)O2)C=2C=C(C1=C(N(C(=N1)C=1C=NNC1)C(C)C)C2)F (1S,3R,4S,5R)-3-((5-chloro-4-(4-fluoro-1-isopropyl-2-(1H-pyrazol-4-yl)-1H-benzo[d]imidazol-6-yl)pyrimidin-2-yl)amino)-6,8-dioxabicyclo[3.2.1]octan-4-ol